alpha-methyl-o-propylstyrene CC(=C)C1=C(C=CC=C1)CCC